8-((5-bromopentyl)oxy)-7-methoxy-3-methyl-4-phenyl-3,4-dihydro-1H-benzo[e][1,4]diazepin-2,5-dione BrCCCCCOC=1C(=CC2=C(NC(C(N(C2=O)C2=CC=CC=C2)C)=O)C1)OC